1-[4-(2,3-dimethylphenyl)piperazin-1-yl]-2-{3-[(3R,4R)-3-fluoro-4-hydroxypiperidine-1-carbonyl]-5,6-dihydrocyclopenta[c]pyrazol-1(4H)-yl}ethan-1-one CC1=C(C=CC=C1C)N1CCN(CC1)C(CN1N=C(C2=C1CCC2)C(=O)N2C[C@H]([C@@H](CC2)O)F)=O